tert-butyl (S)-4-(7-(4-chloropyridin-2-yl)-5-(N-isopropylformamido)-7H-pyrrolo[2,3-d]pyrimidin-4-yl)-3-methylpiperazine-1-carboxylate ClC1=CC(=NC=C1)N1C=C(C2=C1N=CN=C2N2[C@H](CN(CC2)C(=O)OC(C)(C)C)C)N(C=O)C(C)C